2-[1-(2,2-difluoroethyl)-1H-pyrazolo[3,4-b]pyrazin-6-yl]-8-[3-(trifluoromethyl)pyridin-2-yl]-2,8-diazaspiro[4.5]decane FC(CN1N=CC=2C1=NC(=CN2)N2CC1(CC2)CCN(CC1)C1=NC=CC=C1C(F)(F)F)F